C(C(C)C)[C@@H]1N(S(OC1)(=O)=O)C(=O)OC(C)(C)C Tert-butyl (S)-4-isobutyl-1,2,3-oxathiazolidine-3-carboxylate 2,2-dioxide